COC(C=O)=O oxoacetic acid methyl ester